3-(1-(methylsulfonyloxy)-2-phenylethyl)azetidine-1,3-dicarboxylic acid 1-tert-butyl 3-methyl ester COC(=O)C1(CN(C1)C(=O)OC(C)(C)C)C(CC1=CC=CC=C1)OS(=O)(=O)C